O(C1=CC=CC=C1)C(C(=O)O)(C)C.C(C(C)C)(=O)OCCOC1=CC=CC=C1 phenoxyethyl isobutyrate (phenoxy isobutyrate)